2,2,3,4,4,5-hexafluorotetrahydro-5-(pentafluoroethyl)-3-(trifluoromethyl)-cis-furan FC1(O[C@](C([C@]1(C(F)(F)F)F)(F)F)(C(C(F)(F)F)(F)F)F)F